CS(=O)(=O)C1=CC(=C(NCC#C)C=C1)OC 4-methanesulfonyl-2-methoxy-N-(prop-2-yn-1-yl)aniline